C(C1=CC=CC=C1)OC(=O)N1CC(C1)CO[C@H]1[C@@H](CN(CC1)C(=O)OC(C)(C)C)F 1-Tert-butyl (3R,4R)-4-[(1-benzyloxycarbonylazetidin-3-yl)methoxy]-3-fluoro-piperidine-1-carboxylate